N1=CC(=CC=C1C(=O)OC)C=1CCN(CC1)C(=O)OC(C)(C)C 1'-tert-Butyl 6-methyl 1',2',3',6'-tetrahydro-[3,4'-bipyridine]-1',6-dicarboxylate